N1CNCC12CCCCC2 1,3-diazaspiro[4.5]decan